C1(=CC=CC=2C3=CC=CC=C3CC12)N fluoreneamine